3,4-di-hydroxy-phenylalanine OC=1C=C(C[C@H](N)C(=O)O)C=CC1O